C(C)NC1=CC=C(C=2C(C3=CC=CC=C3C(C12)=O)=O)NCC 1,4-bis(ethylamino)-9,10-anthracenedione